(4-(4-(morpholin-4-ylcarbonyl)phenyl)-2-(trifluoromethyl)-1H-benzimidazol-1-yl)acetonitrile N1(CCOCC1)C(=O)C1=CC=C(C=C1)C1=CC=CC=2N(C(=NC21)C(F)(F)F)CC#N